3-[(tert-butyldimethylsilyl)oxy]azetidine [Si](C)(C)(C(C)(C)C)OC1CNC1